ClC1OC(OC1C)=O 4-chloro-5-methyl-1,3-dioxolan-2-one